4-[(2,3-dihydro-thieno[3,4-b][1,4]di-oxin-2-yl)methoxy]butane-1-sulfonic acid O1C=2C(OCC1COCCCCS(=O)(=O)O)=CSC2